FC(OC=1C=CC2=C(NC(=N2)C=O)C1)(F)F 6-TRIFLUOROMETHOXY-1H-BENZOIMIDAZOLE-2-CARBALDEHYDE